CN(C)C.N[C@@H](CCC(=O)O)C(=O)O glutamic acid trimethylamine salt